CN1N=CC(=C1)C=1C=CC(NC1)=O 5-(1-methyl-1H-pyrazol-4-yl)pyridin-2(1H)-one